C(C)NC(=S)NCC 1,3-diethylthiourea